C(=O)[O-].C[N-]C1CCCC1 methyl-cyclopentylamide formate